((4-amino-2-bromo-5,6-difluoro-3-iodophenyl)thio)picolinonitrile NC1=C(C(=C(C(=C1F)F)SC=1C(=NC=CC1)C#N)Br)I